trihydroxy-6alpha-methylpregna-1,4-diene-3,20-dione OC1=C(C(C(=C2[C@H](C[C@H]3[C@@H]4CC[C@H](C(C)=O)[C@]4(CC[C@@H]3[C@@]12C)C)C)O)=O)O